BrCC1=C(C(=CC=C1C)C)CBr 1,2-bis(bromomethyl)-3,6-dimethylbenzene